(R)-3-(2-(4-(4-fluorophenyl)piperazin-1-yl)ethyl)-2,8-diazaspiro[4.5]decan-1-one FC1=CC=C(C=C1)N1CCN(CC1)CC[C@@H]1NC(C2(C1)CCNCC2)=O